2-(2,3-dimethylphenoxy)acetyl isocyanate CC1=C(OCC(=O)N=C=O)C=CC=C1C